tetracosyl orthoformate C(OCCCCCCCCCCCCCCCCCCCCCCCC)([O-])[O-]